3-Chloropropyl p-toluenesulfonate CC1=CC=C(C=C1)S(=O)(=O)OCCCCl